FC1=C(C=CC(=C1)OC)C1=CN(C=2N=CN=C(C21)N)C(C)C2=CN=C(N2)C2=C(C=CC=C2)F 5-(2-fluoro-4-methoxyphenyl)-7-{1-[2-(2-fluorophenyl)-1H-imidazol-5-yl]ethyl}-7H-pyrrolo[2,3-d]pyrimidin-4-amine